FC=1C=C(C=C(C1OC=1C=NC=C(C1)C(F)(F)F)F)CO (3,5-difluoro-4-((5-(trifluoromethyl)pyridin-3-yl)oxy)phenyl)methanol